ClC=1C(=NC(=NC1)NC=1C(=NN(C1)C1CC2CCC(C1)N2C)C)NCCCN2C(N(CCCC2)C)=O 1-(3-((5-chloro-2-((3-methyl-1-(8-methyl-8-azabicyclo[3.2.1]octan-3-yl)-1H-pyrazol-4-yl)amino)pyrimidin-4-yl)amino)propyl)-3-methyl-1,3-diazepan-2-one